(S)-4-(5-(7-ethoxy-2-methylimidazo[1,2-a]pyrimidine-6-carboxamido)pyrazin-2-yl)-2-methylpiperazine-1-carboxylic acid tert-butyl ester C(C)(C)(C)OC(=O)N1[C@H](CN(CC1)C1=NC=C(N=C1)NC(=O)C=1C(=NC=2N(C1)C=C(N2)C)OCC)C